3-bromo-2-fluoro-6-[(3R)-3-methoxypiperidin-1-yl]pyridine BrC=1C(=NC(=CC1)N1C[C@@H](CCC1)OC)F